5-ethyl-1-(pyridin-4-yl)-1H-pyrazole C(C)C1=CC=NN1C1=CC=NC=C1